4-[1-(2,2-Dimethyl-propyl)-pyrrolidin-3-yl]-N-[6-methyl-5-(4-pyridin-3-yl-pyrimidin-2-ylamino)-pyridin-3-yl]-benzamide CC(CN1CC(CC1)C1=CC=C(C(=O)NC=2C=NC(=C(C2)NC2=NC=CC(=N2)C=2C=NC=CC2)C)C=C1)(C)C